(3-chlorophenyl)-6-methyl-2-phenyl-7H-pyrrolo[2,3-d]pyrimidin-4-amine ClC=1C=C(C=CC1)C1=C(NC=2N=C(N=C(C21)N)C2=CC=CC=C2)C